2-(4-methoxybenzofuran-5-yl)-4,4,5,5-tetramethyl-1,3,2-dioxaborolane COC1=C(C=CC2=C1C=CO2)B2OC(C(O2)(C)C)(C)C